7-((4R,5R)-2,2-dimethyl-5-((E)-oct-1-en-1-yl)-1,3-di-oxolan-4-yl)hepta-4,6-diyn-3-one CC1(O[C@@H]([C@H](O1)C#CC#CC(CC)=O)\C=C\CCCCCC)C